C(C)(C)(C)OC(=O)NC[C@H](C)OC1=C(C=C(C=C1)F)[C@@H](C)NC1=NC=2N(C=C1)N=CC2C(=O)OC methyl 5-{[(1R)-1-(2-{[(2S)-1-{[(tert-butoxy)carbonyl]amino}propan-2-yl]oxy}-5-fluorophenyl)ethyl]amino}pyrazolo[1,5-a]pyrimidine-3-carboxylate